3-(R)-(trifluoromethoxy)pyrrolidine hydrochloride Cl.FC(O[C@H]1CNCC1)(F)F